FC1=C(C#N)C=C(C(=C1)C=O)F 2,5-difluoro-4-formylbenzonitrile